OC1CN(CC1)C1=CC=C(C=C1)N 3-hydroxy-1-(4'-aminophenyl)pyrrolidine